ClC=1C=C(C=C2C=C(N=NC12)NC(=O)[C@H]1[C@H](C1)F)C=1C=NC=CC1OC (1S,2S)-N-[8-chloro-6-(4-methoxy-3-pyridyl)cinnolin-3-yl]-2-fluoro-cyclopropanecarboxamide